C(C)(=O)O[C@H]1CC[C@@]2(C3CC[C@@]4(C(=CCC4C3CC=C2C1)N1N=NC=C1)C)C (3S,10R,13S)-10,13-dimethyl-17-(1H-1,2,3-triazol-1-yl)-2,3,4,7,8,9,10,11,12,13,14,15-dodecahydro-1H-cyclopenta[a]phenanthren-3-yl acetate